[F-].C(CCCCC)[NH+]1CC(CC1)CCC 1-Hexyl-3-propylpyrrolidinium fluorid